C(CCC)C1=C(C=CC=C1)C(C)C butylcumene